C1(CC1)COC1=CC(=C2C(NC(=NC2=C1)COC1CCN(CC1)CCN1CCN(CC1)C1=C(C=C(C=C1)NC1C(NC(CC1)=O)=O)F)=O)F 3-((4-(4-(2-(4-((7-(cyclopropylmethoxy)-5-fluoro-4-oxo-3,4-dihydroquinazolin-2-yl)methoxy)piperidin-1-yl)ethyl)piperazin-1-yl)-3-fluorophenyl)amino)piperidine-2,6-dione